C(C)(C)(C)N(C(O)=O)CCOCCOCCOCCNC1=CC(=C(C=C1)C(NC=1SC(=CN1)[N+](=O)[O-])=O)NC(C)=O.OC=1C(=C(C=2OC3=C(C(=C(C(=C3C(C2OC)=O)OC)OC)OC)OC)C=CC1)OC monohydroxyhexamethoxyflavone tert-butyl-(2-(2-(2-(2-((3-acetamido-4-((5-nitrothiazol-2-yl)carbamoyl)phenyl)amino)ethoxy)ethoxy)ethoxy)ethyl)carbamate